FC(CCN1N=CC(=C1)B1OC(C(O1)(C)C)(C)C)F 1-(3,3-Difluoropropyl)-4-(4,4,5,5-tetramethyl-1,3,2-dioxaborolan-2-yl)pyrazole